FC1=C(C=C(C(=C1)I)OC)N1CCN(CC1)C(=O)OCCCC butyl 4-(2-fluoro-4-iodo-5-methoxyphenyl)piperazine-1-carboxylate